(R)-2-bromo-3,3-dimethylbutanoic acid Br[C@@H](C(=O)O)C(C)(C)C